tert-butyl (S)-3-(2-((7-bromo-2,6-dichloro-8-fluoro-4-oxo-3,4-dihydroquinazolin-5-yl)oxy)ethyl)piperazine-1-carboxylate BrC1=C(C(=C2C(NC(=NC2=C1F)Cl)=O)OCC[C@H]1CN(CCN1)C(=O)OC(C)(C)C)Cl